(5-chloro-8-quinolinoxy)acetic acid (1,3-dimethylbut-1-yl)ester CC(CC(C)C)OC(COC=1C=CC(=C2C=CC=NC12)Cl)=O